ClC1=NC=CC(=N1)OCCO 2-(2-Chloropyrimidin-4-yl)oxyethanol